OC1CCC(CC1)C=COC=CC1CCC(CC1)O 4-hydroxycyclohexylvinyl ether